BrC=1C=CC(=NC1C)C#N 5-bromo-6-methylpicolinonitrile